FC(C1=CC=C(C=C1)C(C)=O)(F)F 4'-(trifluoromethyl)acetophenone